C([C@@H](O)CC(=O)O)(=O)O.S1C=CC2=C1[C@H](OCC2)N(C)C (S)-(4,5-dihydro-7H-thieno[2,3-c]pyran-7-yl)-N-methyl-methylamine L-malate salt